CN1C(=NC=C1C(=O)OC(C)(C)C)CN1C[C@H](CC1)N1C(N(C=2C1=NC=CC2)C=2C=NC1=CC=CC=C1C2)=O tert-Butyl (S)-1-methyl-2-((3-(2-oxo-1-(quinolin-3-yl)-1,2-dihydro-3H-imidazo[4,5-b]pyridin-3-yl)pyrrolidin-1-yl)methyl)-1H-imidazole-5-carboxylate